BrC1=CC=C2C(=N1)N(C1=C2C=NC=C1)C(F)F 2-bromo-9-(difluoromethyl)-9H-pyrrolo[2,3-b:4,5-c']dipyridine